2-hydroxy-4-[(2-oxopyrrolidin-1-yl)methyl]benzaldehyde OC1=C(C=O)C=CC(=C1)CN1C(CCC1)=O